Methyl 2-(4-(6-((4-cyano-2-fluorobenzyl)oxy)pyridin-2-yl)-2-fluorobenzyl)-1H-benzo[d]imidazole-6-carboxylate C(#N)C1=CC(=C(COC2=CC=CC(=N2)C2=CC(=C(CC3=NC4=C(N3)C=C(C=C4)C(=O)OC)C=C2)F)C=C1)F